methyl 5-bromo-7-methylpyrazolo[1,5-a]pyridine-3-carboxylate BrC1=CC=2N(C(=C1)C)N=CC2C(=O)OC